ON=C(N)C=1C=C(C=CC1)CC(C=1SC2=C(N1)C=CC(=C2)OC)NS(=O)(=O)C=2C=C(NC(CCCNC(OC(C)(C)C)=O)=O)C=CC2 tert-butyl N-[4-[3-[[2-[3-(N'-hydroxycarbamimidoyl)phenyl]-1-(6-methoxy-1,3-benzothiazol-2-yl)ethyl]sulfamoyl]anilino]-4-oxo-butyl]carbamate